(S)-Methyl 1-aminopropan-2-ylcarbamate NC[C@H](C)NC(OC)=O